FC=1C=C(C=CC1N1CCCCC1)NC(=O)C=1N=C(OC1COC(C)C)N1CCCC1 N-(3-fluoro-4-(piperidin-1-yl)phenyl)-5-(isopropoxymethyl)-2-(pyrrolidin-1-yl)oxazole-4-carboxamide